1-(2-fluorophenyl)propan-2-one O-methyl oxime CON=C(CC1=C(C=CC=C1)F)C